rac-ethyl 2-((1R,2S)-2-fluorocyclopropyl)imidazo[5,1-b]thiazole-3-carboxylate F[C@@H]1[C@@H](C1)C1=C(N2C(S1)=CN=C2)C(=O)OCC |r|